N(=[N+]=[N-])CCCCCCOC(=O)NCC1=CC=C(C=C1)C=1SC=C(N1)C(=O)NC(C(=O)NC(C(=O)OC)=C)=C Methyl 2-(2-(2-(4-(((((6-azidohexyl)oxy)carbonyl)amino)methyl)phenyl)thiazole-4-carboxamido)acrylamido)acrylate